C1(=CC=C(C=C1)CN1N=CC2=CC(=CC(=C12)C(=O)NC1CC2(CC(C2)C(=O)O)C1)Br)C1=CC=CC=C1 (Sa)-6-(1-([1,1'-biphenyl]-4-ylmethyl)-5-bromo-1H-indazole-7-carboxamido)spiro[3.3]heptane-2-carboxylic acid